BrC1=CC=C2C(=CN(C2=C1S(=O)(=O)C)COCC[Si](C)(C)C)C1=NC(=NC=C1Cl)Cl 2-[[6-bromo-3-(2,5-dichloropyrimidin-4-yl)-7-methylsulfonyl-indol-1-yl]methoxy]ethyl-trimethyl-silane